boron bisphosphonate P([O-])([O-])=O.P([O-])(O)=O.[B+3]